O=C1N(CC2=C(C=CC=C12)OCC1=CC=C(C=C1)CN1CCSCC1)C1C(NC(CC1)=O)=O 3-(1-OXO-4-(4-(THIOMORPHOLINOMETHYL)BENZYLOXY)ISOINDOLIN-2-YL)PIPERIDINE-2,6-DIONE